CC1=NC=C(C=N1)N1CC2(CC1)CCN(CC2)C(=O)OC(C)(C)C tert-butyl 2-(2-methylpyrimidin-5-yl)-2,8-diazaspiro[4.5]decane-8-carboxylate